N1=C(C=CC=C1)N1CC(C1)C(=O)O 1-(pyridin-2-yl)-azetidine-3-carboxylic acid